C1(CC1)C1=NN2C(C=C(C=C2C)N2CCNCC2)=C1N(C=1SC(=C(N1)C1=CC=C(C=C1)F)C#N)C 2-((2-cyclopropyl-7-methyl-5-(piperazin-1-yl)pyrazolo[1,5-a]pyridin-3-yl)(methyl)amino)-4-(4-fluorophenyl)thiazole-5-carbonitrile